C(C1=CC=CC=C1)OC[C@H](CNC([C@@H](C)Cl)=O)O (2R)-N-[(2S)-3-(benzyloxy)-2-hydroxypropyl]-2-chloropropionamide